FC12CC(C1)(C2)NC(C(=O)N[C@H](C(N[C@@H](C[C@H]2C(NCC2)=O)C(COC(F)(F)F)=O)=O)CC(C)C)=O N1-(3-fluorobicyclo-[1.1.1]pentan-1-yl)-N2-((S)-4-methyl-1-oxo-1-(((S)-3-oxo-1-((S)-2-oxopyrrolidin-3-yl)-4-(trifluoromethoxy)butan-2-yl)amino)pentan-2-yl)oxalamide